racemic-2-allyl-1-(3-hydroxy-3-methyl-2,3-dihydrofuro[2,3-b]pyridin-5-yl)-6-((4-(4-methylpiperazin-1-yl)phenyl)amino)-1,2-dihydro-3H-pyrazolo[3,4-d]pyrimidin-3-one C(C=C)N1N(C2=NC(=NC=C2C1=O)NC1=CC=C(C=C1)N1CCN(CC1)C)C=1C=C2C(=NC1)OC[C@]2(C)O |r|